O1[C@@H](COCC1)CNC(=O)C1=C(C2=C(CCC3=CN(N=C23)C[C@@H]2OCCOC2)O1)C N-[(2R)-1,4-Dioxacyclohexan-2-ylmethyl]-2-[(2S)-1,4-Dioxacyclohexan-2-ylmethyl]-8-methyl-4,5-dihydro-2H-furo[2,3-g]indazole-7-carboxamide